di-n-butyl-n-hexylphosphonium C(CCC)[PH+](CCCCCC)CCCC